C[NH2+]C.C1=CC2=C(C(=C1)Cl)N(C(=O)S2)CC(=O)[O-] The molecule is an organoammonium salt resulting from the formal reaction of equimolar amounts of benazolin and dimethylamine. It is used as a post-emergence herbicide for the control of annual weeds in crops. It has a role as a herbicide, an agrochemical and a synthetic auxin. It contains a benazolin(1-) and a dimethylaminium.